7-(3,5-difluorophenyl)-5-isopropyl-5,6,7,8-tetrahydro-2,7-naphthyridine-3-carboxylic acid ethyl ester C(C)OC(=O)C=1N=CC=2CN(CC(C2C1)C(C)C)C1=CC(=CC(=C1)F)F